C1(CCC1)N(C(CC(=O)OCC)=O)CCC(=O)OCC ethyl 3-(cyclobutyl (3-ethoxy-3-oxopropyl) amino)-3-oxopropanoate